C(C1=CC=CC=C1)O[C@@H]1[C@H](CO[C@@H]([C@@H]1OCC1=CC=CC=C1)COCC1=CC=CC=C1)NC1=NC=CN=C1C(F)(F)F N-((3S,4R,5R,6R)-4,5-bis(benzyloxy)-6-((benzyloxy)methyl)tetrahydro-2H-pyran-3-yl)-3-(trifluoromethyl)pyrazin-2-amine